(2S)-N-[2-[6-[[5-(3-fluoro-2-pyridyl)thiazol-2-yl]amino]imidazo[4,5-c]pyridin-1-yl]ethyl]-1-prop-2-enoyl-pyrrolidine-2-carboxamide FC=1C(=NC=CC1)C1=CN=C(S1)NC1=CC2=C(C=N1)N=CN2CCNC(=O)[C@H]2N(CCC2)C(C=C)=O